(6S,9R)-1-amino-N-(3,4-dichlorophenyl)-6,7,8,9-tetrahydro-5H-6,9-epiminocyclohepta[c]-pyridine-10-carboxamide NC1=NC=CC2=C1[C@H]1CC[C@@H](C2)N1C(=O)NC1=CC(=C(C=C1)Cl)Cl